C1(CCCC1)N1N=CC(=C1)NC(N)=O 3-(1-cyclopentyl-1H-pyrazol-4-yl)urea